6-Hydroxy-octacosanoic acid OC(CCCCC(=O)O)CCCCCCCCCCCCCCCCCCCCCC